COC1=NC=NC=C1C=1N=CC2=C(N1)NC=C2 [4-methoxypyrimidin-5-yl]-7H-pyrrolo[2,3-d]pyrimidin